C(C)(C)(C)OC(=O)N1C(=C(C=C1)C1=NNC=C1)C=1C(=C2C=CN(C2=CC1)C(=O)OC(C)(C)C)NC(=O)C1(CC1)C(F)F tert-butyl 5-(1-(tert-butoxycarbonyl)-3-(1H-pyrazol-3-yl)-1H-pyrrol-2-yl)-4-(1-(difluoromethyl) cyclopropane-1-carboxamido)-1H-indole-1-carboxylate